4-((2'S,3S,4'S,5'R)-1-(3-carboxypropyl)-6-chloro-4'-(3-chloro-2-fluorophenyl)-2'-Neopentylspiro[indoline-3,3'-pyrrolidine]-5'-carboxamido)-3-methoxybenzoic acid C(=O)(O)CCCN1C[C@@]2([C@@H](N[C@H]([C@@H]2C2=C(C(=CC=C2)Cl)F)C(=O)NC2=C(C=C(C(=O)O)C=C2)OC)CC(C)(C)C)C2=CC=C(C=C12)Cl